C(#N)C1=CC(=NC=C1[N+](=O)[O-])N1[C@H](CN(CC1)C(=O)OC(C)(C)C)CO tert-butyl (R)-4-(4-cyano-5-nitropyridin-2-yl)-3-(hydroxymethyl)piperazine-1-carboxylate